[Na].NC1=C(C=C(C=C1)N)S(=O)(=O)O 2,5-diaminobenzenesulfonic acid sodium